C(C)(C)OCCN1C(N=CC2=C1C=CN2)=S 1-(2-isopropoxyethyl)-2-thioxo-5H-pyrrolo[3,2-d]pyrimidin